C(C1=CC=CC=C1)OC(=O)NC=1C=C2C=CC(=CC2=CC1)C(=O)O 6-(((benzyloxy)carbonyl)amino)-2-naphthoic acid